2-ethylbutyl-vinylether C(C)C(COC=C)CC